tert-butyl 3-[4-(methoxycarbonyl)phenyl]-3,6-diazabicyclo[3.1.1]heptane-6-carboxylate COC(=O)C1=CC=C(C=C1)N1CC2N(C(C1)C2)C(=O)OC(C)(C)C